FC1=C(C(=O)NC2CN(CCC2)C(=O)OC(C)(C)C)C(=CC(=C1)F)NC1=C(C=C(C=C1)I)F tert-butyl 3-(2,4-difluoro-6-((2-fluoro-4-iodophenyl)amino)benzamido)piperidine-1-carboxylate